FC1=C2C3(CN(C2=CC=C1)C(=O)C=1C=C(C=CC1)C1=NC(=NC=C1)N)CCCC3 [3-({4'-fluoro-1',2'-dihydrospiro[cyclopentane-1,3'-indol]-1'-yl}carbonyl)phenyl]pyrimidin-2-amine